p-(hydroxyethoxy)benzoic acid OCCOC1=CC=C(C(=O)O)C=C1